((1s,3s)-3-((5-(imidazo[1,2-a]pyrimidin-6-yl)-7H-pyrrolo[2,3-d]pyrimidin-2-yl)amino)-1-methylcyclobutyl)(pyrrolidin-1-yl)methanone N=1C=CN2C1N=CC(=C2)C2=CNC=1N=C(N=CC12)NC1CC(C1)(C)C(=O)N1CCCC1